methyl 5-cyclopentyl-4-(trifluoromethyl)picolinate C1(CCCC1)C=1C(=CC(=NC1)C(=O)OC)C(F)(F)F